FC1(CC=C(C=C1)C(=O)C(=O)C1=CC=CC=C1)F 4,4-difluorobenzil